C(C)(C)(C)OC(C(CCCCCCO)(F)C1=NC(=CC=C1)Cl)=O 2-(6-Chloropyridin-2-yl)-2-fluoro-8-hydroxycaprylic acid tert-butyl ester